OCCN1CCN(CC1)CCO 1,4-bishydroxyethylpiperazine